(S)-8-chloro-4-((5,6-difluoropyridin-3-yl)amino)-6-((isoindolin-4-yl(1H-1,2,3-triazol-4-yl)methyl)amino)quinoline-3-carbonitrile ClC=1C=C(C=C2C(=C(C=NC12)C#N)NC=1C=NC(=C(C1)F)F)N[C@H](C=1N=NNC1)C1=C2CNCC2=CC=C1